N,N'-dicyclohexyl-4,4-biphenyldicarboxamide C1(CCCCC1)NC(=O)C1(CC=C(C=C1)C1=CC=CC=C1)C(=O)NC1CCCCC1